2-((dimethylamino)methyl)cyclopropane-1-carboxamide CN(C)CC1C(C1)C(=O)N